C(=O)(C(=O)O)C/C=C/C(=O)[O-] gamma-Oxalocrotonate